(3R)-4-(2,2-dimethylpropanoyl)-3-methyl-3,5-dihydro-2H-pyrido[3,4-f][1,4]oxazepine-9-carbonitrile CC(C(=O)N1[C@@H](COC2=C(C1)C=NC=C2C#N)C)(C)C